CN(C1=CC2=C(C=C(C=3C=CC(OC23)(C2=CC=C(C=C2)COCC2=CC=C(C=C2)C=C)C2=CC=CC=C2)C(=O)OC)C=C1)C methyl 9-dimethylamino-2-phenyl-2-[4-(4-vinyl-benzyloxymethyl)-phenyl]-2H-benzo[H]chromene-5-carboxylate